C(C)(=O)N1CCN(CC1)C1CCN(CC1)C1=C(C=C(C(=C1)OC)NC1=NC=NC(=C1)N1OCC[C@@H]1C1=CC(=CC=C1)OC1=CC=CC=C1)NC(C=C)=O (R)-N-(2-(4-(4-acetylpiperazin-1-yl)piperidin-1-yl)-4-methoxy-5-((6-(3-(3-phenoxyphenyl)isooxazolidin-2-yl)pyrimidin-4-yl)amino)phenyl)acrylamide